N1N=CC(=C1)C=1C=C(C=CC1)[C@@H]1[C@H]([C@H]([C@@H](C1)N1C=CC2=C1N=CN=C2N)O)O (1s,2R,3R,5R)-3-(3-(1H-pyrazol-4-yl)phenyl)-5-(4-amino-7H-pyrrolo[2,3-d]pyrimidin-7-yl)cyclopentane-1,2-diol